L-Tyrosinamide N[C@@H](CC1=CC=C(C=C1)O)C(=O)N